O=S1(NCCCNC2=C1C=C(C=C2)NC(CN2N=CC(=CC2=O)F)=O)=O N-(1,1-dioxido-3,4,5,6-tetrahydro-2H-benzo[g][1,2,6]thiadiazocin-9-yl)-2-(4-fluoro-6-oxopyridazin-1(6H)-yl)acetamide